BrC=1C=C(C=2N(C1)C=C(N2)C(=O)OCC)OC(F)F ethyl 6-bromo-8-(difluoromethoxy)imidazo[1,2-a]pyridine-2-carboxylate